ClC=1C(=C(C=CC1)NC1=C(NC2=C1C(NCC2)=O)C2=CC=NC1=CC=C(N=C21)OC2(COC2)C)OC 3-[(3-chloro-2-methoxyphenyl)amino]-2-[6-[(3-methyloxetan-3-yl)oxy]-1,5-naphthyridin-4-yl]-1H,5H,6H,7H-pyrrolo[3,2-c]pyridin-4-one